methyl 3-amino-2-[(2-{[(2RS)-4,4-difluoro-2-(4-fluorophenyl)butanoyl]amino}pyridin-4-yl)ethynyl]-6-fluoropyridine-4-carboxylate NC=1C(=NC(=CC1C(=O)OC)F)C#CC1=CC(=NC=C1)NC([C@H](CC(F)F)C1=CC=C(C=C1)F)=O |r|